[C@H]12[C@@H](C[C@H](CC1)N2)NC(OCC2=CC=CC=C2)=O benzyl ((1R,2R,4S)-7-azabicyclo[2.2.1]heptan-2-yl)carbamate